(S)-5-chloro-4-(2,5-difluorophenyl)-N-(8-fluoro-5-methyl-4-oxo-2,3,4,5-tetrahydropyrido[3,2-b]-[1,4]oxazepin-3-yl)pyrimidine-2-carboxamide ClC=1C(=NC(=NC1)C(=O)N[C@@H]1C(N(C2=C(OC1)C=C(C=N2)F)C)=O)C2=C(C=CC(=C2)F)F